N[C@H](C(=O)N1CCC2(C[C@@H](NC2=O)CCN2CCN(CC2)C2=CC=C(C=C2)F)CC1)CC (R)-8-((S)-2-aminobutyryl)-3-(2-(4-(4-fluorophenyl)piperazin-1-yl)ethyl)-2,8-diazaspiro[4.5]decan-1-one